C1CC12COC(OC2)CN2N=NC(=C2)C(=O)NC2=C(C=CC(=C2)C#CC2CC2)C 1-((5,7-dioxaspiro[2.5]oct-6-yl)methyl)-N-(5-(cyclopropylethynyl)-2-methylphenyl)-1H-1,2,3-triazole-4-carboxamide